trimethylene glycol phenylboronate C1(=CC=CC=C1)B(O)O.C(CCO)O